COC(=O)C1CCC=2C(=NNC2C1)I 3-iodo-4,5,6,7-tetrahydro-1H-indazole-6-carboxylic acid methyl ester